NC1=CC=CC(=N1)CN(CCCC1CN(CCC1)C1=C(C(=O)O)C=CC(=C1)Br)CC1=CC=C(C=C1)OC 2-(3-(3-(((6-aminopyridin-2-yl)methyl)(4-methoxybenzyl)amino)propyl)piperidin-1-yl)-4-bromobenzoic acid